(S)-2-naphthylethylamine C1=C(C=CC2=CC=CC=C12)CCN